OC1=C(C=C(C=C1)\C=C/C(=O)C1=CC=C(C=C1)OCCOC)[N+](=O)[O-] (Z)-3-(4-Hydroxy-3-nitrophenyl)-1-[4-(2-methoxyethoxy)phenyl]prop-2-en-1-one